[N+](=O)([O-])[O-].CN1C=NC=C1.[Na+] sodium N-methylimidazole nitrate